NC(C([C@H](C[C@H]1C(NCC1)=O)NC([C@H](CC1CCCCC1)NC(OC(C(C)(C)C1=CC(=CC=C1)Cl)C1=CC2=CC=CC=C2C=C1)=O)=O)=O)=O 2-(3-Chlorophenyl)-2-methyl-1-(naphthalen-2-yl)propyl ((S)-1-(((S)-4-amino-3,4-dioxo-1-((S)-2-oxopyrrolidin-3-yl)butan-2-yl)amino)-3-cyclohexyl-1-oxopropan-2-yl)carbamate